1-(tert-Butyl)-5-fluoro-N-(2-fluoro-4-methyl-5-(8-morpholinoimidazo[1,2-a]pyrazin-6-yl)phenyl)-1H-pyrazole-4-carboxamide C(C)(C)(C)N1N=CC(=C1F)C(=O)NC1=C(C=C(C(=C1)C=1N=C(C=2N(C1)C=CN2)N2CCOCC2)C)F